[(2-aminophenyl)methyl]-6-(2-thienyl)pyrimidine-2,4-diamine NC1=C(C=CC=C1)CC=1C(=NC(=NC1C=1SC=CC1)N)N